4-(1-(5-(2,2,2-trifluoro-1-methoxyethyl)pyridin-2-yl)-1H-pyrazol-4-yl)-3-nitropyridin-2-amine FC(C(OC)C=1C=CC(=NC1)N1N=CC(=C1)C1=C(C(=NC=C1)N)[N+](=O)[O-])(F)F